N1C=NC(=C1)C=CC(=O)NC(C(=O)O)C 2-{[3-(1H-imidazol-4-yl)prop-2-enoyl]amino}propanoic acid